N1(N=NC2=C1C=CC=C2)CC(=O)N(C2=CC=C(C=C2)N2C(CNCC2)=O)CC2=CC(=CC(=C2)F)F 2-(benzotriazol-1-yl)-N-[(3,5-difluorophenyl)methyl]-N-[4-(2-oxopiperazin-1-yl)phenyl]acetamide